N-(2-(dimethylamino)ethyl)-7-morpholino-5-(3-(m-tolyl)-1H-pyrazol-1-yl)thieno[3,2-b]pyridine-2-carboxamide CN(CCNC(=O)C1=CC2=NC(=CC(=C2S1)N1CCOCC1)N1N=C(C=C1)C=1C=C(C=CC1)C)C